C(C)OC(\C=C/C=CCCCCC)=O (Z)-ethyl-2,4-decadienoate